C(C)N1N=CC=C1C1=CNC2=NC=CC(=C21)OC2=C(C=C(C=C2F)NC=2OC[C@@](CN2)(C)CO)F |r| (+/-)-{2-[(4-{[3-(1-ethyl-1H-pyrazol-5-yl)-1H-pyrrolo[2,3-b]pyridin-4-yl]oxy}-3,5-difluorophenyl)amino]-5-methyl-5,6-dihydro-4H-1,3-oxazin-5-yl}methanol